FC(C=1C=C(OCCC(=O)O)C=CC1)(F)F 3-(3-(trifluoromethyl)phenoxy)propanoic acid